ClC=1C=CC2=C(N=C(O2)N2CC3(C2)CC(C3)NC(=O)C3CS(CC3)(=O)=O)C1 N-[2-(5-chloro-1,3-benzoxazol-2-yl)-2-azaspiro[3.3]heptan-6-yl]-1,1-dioxo-thiolane-3-carboxamide